CN1N=C(C=C1OC1=C(C=C(N)C=C1)F)C 4-[(2,5-dimethylpyrazol-3-yl)oxy]-3-fluoroaniline